(E)-N-hydroxy-3-(2-(4-(2-(pyridin-3-yl)acetyl)piperazin-1-yl)phenyl)acrylamide ONC(\C=C\C1=C(C=CC=C1)N1CCN(CC1)C(CC=1C=NC=CC1)=O)=O